N-(3-(Dimethylamino)Propyl)-5-[18F]Fluoropicolinamide CN(CCCNC(C1=NC=C(C=C1)[18F])=O)C